1'-methylsulfonyl-6-(trifluoromethyl)-1-[4-(trifluoromethyl)phenyl]-spiro[2,4-dihydroquinoline-3,3'-pyrrolidine] CS(=O)(=O)N1CC2(CC1)CN(C1=CC=C(C=C1C2)C(F)(F)F)C2=CC=C(C=C2)C(F)(F)F